ClC=1N=C2C(=NC1)NC=C2C2=NC(=C(C(=N2)N[C@@H]2[C@H](C1CCC2CC1)C(=O)O)F)N1C=CC=C1 (2S,3S)-3-((2-(2-chloro-5H-pyrrolo[2,3-b]pyrazin-7-yl)-5-fluoro-6-(1H-pyrrol-1-yl)pyrimidin-4-yl)amino)bicyclo[2.2.2]octane-2-carboxylic acid